1-(5-chloro-2-methylphenyl)-3-[1-(4-fluorophenyl)-5-oxopyrrolidin-3-yl]thiourea ClC=1C=CC(=C(C1)NC(=S)NC1CN(C(C1)=O)C1=CC=C(C=C1)F)C